(2S,4R)-1-(2-(4-amino-5-(2-methylpyrimidin-5-yl)-7H-pyrrolo[2,3-d]pyrimidin-7-yl)acetyl)-N-(6-bromo-3-methylpyridin-2-yl)-4-fluoropyrrolidine-2-carboxamide NC=1C2=C(N=CN1)N(C=C2C=2C=NC(=NC2)C)CC(=O)N2[C@@H](C[C@H](C2)F)C(=O)NC2=NC(=CC=C2C)Br